ClC=1C=C(C(=NC1)N1C(N([C@@H](C1)C#N)C1=CN=CC2=CC=CC=C12)=O)C (S)-1-(5-chloro-3-methylpyridin-2-yl)-3-(isoquinolin-4-yl)-2-oxoimidazolidine-4-carbonitrile